5-chloro-2-((2-ethyl-4-fluoro-phenyl)amino)-4-fluorobenzoic acid ClC=1C(=CC(=C(C(=O)O)C1)NC1=C(C=C(C=C1)F)CC)F